Methyl (S)-4-(3,5-difluoro-2-((S or R)-1-fluoroethyl)phenyl)-2-methyl-5-oxo-1,4,5,7-tetrahydrofuro[3,4-b]pyridine-3-carboxylate FC=1C(=C(C=C(C1)F)[C@@H]1C2=C(NC(=C1C(=O)OC)C)COC2=O)[C@H](C)F |o1:23|